CN(CCNC1=NC(=NC(=C1)C)NC(=O)NC=1C=C2C=CC=NC2=CC1)C 1-(4-((2-(dimethylamino)ethyl)amino)-6-methylpyrimidin-2-yl)-3-(quinolin-6-yl)urea